N1SCC2=C1C=CC=C2 1,3-dihydrobenzo[C]isothiazole